C(C)OC(=O)C1CC12CCC(CC2)C2OC2 6-(oxiran-2-yl)spiro[2.5]Octane-1-carboxylic acid ethyl ester